FC1CCCCC1F 4,5-difluorocyclohexane